5-(2-chloro-5-fluorobenzoyl)-2,2-difluorobenzo[d][1,3]dioxole-4-carbonitrile ClC1=C(C(=O)C2=C(C3=C(OC(O3)(F)F)C=C2)C#N)C=C(C=C1)F